2,2,2-trifluoro-N-(1-methyl-1H-pyrazol-3-yl)-N-((2S,4R)-2-phenylpiperidin-4-yl)acetamide hydrochloride Cl.FC(C(=O)N([C@H]1C[C@H](NCC1)C1=CC=CC=C1)C1=NN(C=C1)C)(F)F